BrC=1C(=NC(=NC1)C(F)(F)F)O 5-bromo-2-(trifluoromethyl)pyrimidin-4-ol